C(C)(=O)O.C1(CCC(N1)=O)=O.C1(CCC(N1)=O)=O disuccinimide acetate